FC(OC1=CC=C(C=C1)N(C1CCC(CC1)OC=1C=CC(=NC1)C#N)C=1C=NC=CC1OC)F 5-{4-[(p-difluoromethoxyphenyl)(4-methoxy-3-pyridyl)amino]cyclohexyloxy}-2-pyridinecarbonitrile